4-(4-(3-butylthioureido)phenyl)-1H-pyrrolo[2,3-b]pyridin C(CCC)NC(NC1=CC=C(C=C1)C1=C2C(=NC=C1)NC=C2)=S